5-HYDROXYPYRAZINE-2-CARBOXALDEHYDE OC=1N=CC(=NC1)C=O